C(C)(C)(C)C=1C(=NN2C1N=C(C=C2C=2C=NNC2)N2CC1=CC=CC=C1C2)C(=O)NC2=CC(=CC=C2)O 3-(tert-butyl)-N-(3-hydroxyphenyl)-5-(isoindolin-2-yl)-7-(1H-pyrazol-4-yl)pyrazolo[1,5-a]pyrimidine-2-carboxamide